BrCCOC=1C=C(C=CC1)/C=C/C(=O)OC (E)-methyl 3-[3-(2-bromoethoxy)phenyl]acrylate